O1C=CC2=C1C=CC(=C2)OC=2C=C(C=CC2)CCCC(S(=O)(=O)[O-])P(=O)([O-])[O-] 4-[3-(1-Benzofuran-5-yloxy)phenyl]-1-phosphonatobutane-1-sulfonate